tris[3-methyl-2-phenylpyridine] iridium(III) [Ir+3].CC=1C(=NC=CC1)C1=CC=CC=C1.CC=1C(=NC=CC1)C1=CC=CC=C1.CC=1C(=NC=CC1)C1=CC=CC=C1